FC(C1=CC=C(C=N1)N1N=CC(=C1)S(=O)(=O)NC1=C(N=CS1)C(=O)O)(F)F 5-({1-[6-(trifluoromethyl)pyridin-3-yl]-1H-pyrazol-4-yl}sulfonamido)-1,3-thiazole-4-carboxylic acid